C1(=CC=CC=C1)C1=CC=C(OCC(C)(O)N2CC=C(C=C2)C2=CC=CC=C2)C=C1 (4-phenylphenoxy)-2-(4-phenylpyridin-1-yl)propan-2-ol